ClC1=CC(=C(COC2=NC(=NC=C2)C2=C(C=C(CC3=NC4=C(N3C[C@H]3OCC3)C=C(C=C4)C(=O)O)C=C2)F)C=C1)F (S)-2-(4-(4-((4-chloro-2-fluorobenzyl)oxy)pyrimidin-2-yl)-3-fluorobenzyl)-1-(oxetan-2-ylmethyl)-1H-benzo[d]imidazole-6-carboxylic acid